1-(2-bromoacetylamino)-3,6,9,12-tetraoxopentadecane-15-amide BrCC(=O)NCCC(CCC(CCC(CCC(CCC(=O)N)=O)=O)=O)=O